N-(β-aminoethyl)-γ-aminopropyl-methyl-dimethoxysilane cyclohexyl-(allyl-cyclohexanepropionate) C1(CCCCC1)OC(CCC1(CCCCC1)CC=C)=O.NCCNCCC[Si](OC)(OC)C